2-({3-chloro-2-[(2-chloro-4-methylphenyl)methoxy]-5,6,7,8-tetrahydro-1,7-naphthyridin-7-yl}methyl)-7-fluoro-1-{[(2S)-oxetan-2-yl]methyl}-1H-1,3-benzodiazole-6-carboxylic acid ClC=1C(=NC=2CN(CCC2C1)CC1=NC2=C(N1C[C@H]1OCC1)C(=C(C=C2)C(=O)O)F)OCC2=C(C=C(C=C2)C)Cl